tert-butyl (S)-2-amino-4-(3-(benzyloxy)-2-(((benzyloxy)carbonyl)amino)-3-oxopropyl)-1H-imidazole-1-carboxylate NC=1N(C=C(N1)C[C@@H](C(=O)OCC1=CC=CC=C1)NC(=O)OCC1=CC=CC=C1)C(=O)OC(C)(C)C